FC(C1=CC=C(C=C1)C(C)C1CCN(CC1)C(=O)N1C[C@@H]2[C@@H](OCC(N2)=O)CC1)(F)F (4aR,8aS)-6-(4-(1-(4-(Trifluoromethyl)phenyl)ethyl)piperidine-1-carbonyl)hexahydro-2H-pyrido[4,3-b][1,4]oxazin-3(4H)-one